C(C)O[C@@H]1CC[C@@H]2N(C([C@H](C1)NC([C@H](C)NC)=O)=O)[C@@H](CC2)C2=NC1=C(N2)C(=CC=C1)C1=CC=CC=C1 (S)-N-((3S,6S,8R,10aR)-8-ethoxy-5-oxo-3-(7-phenyl-1H-benzo[d]imidazol-2-yl)decahydropyrrolo[1,2-a]azocin-6-yl)-2-(methylamino)propanamide